palladium phosphine phosphate P(=O)([O-])([O-])[O-].P.[Pd+2].P(=O)([O-])([O-])[O-].[Pd+2].[Pd+2]